FC1=C(C=C(C(=C1)N=C=S)F)C#CC1=CC=C(C=C1)CCC=C 2,5-difluoro-4-isothiocyanato-1-((4-(3-butenyl)phenyl)ethynyl)benzene